3'-O-methoxyethylguanosine COCCO[C@H]1[C@H]([C@@H](O[C@@H]1CO)N1C=NC=2C(=O)NC(N)=NC12)O